mono(octyl) phosphate P(=O)(OCCCCCCCC)([O-])[O-]